tert-butyl (2S)-2-(((3-cyano-4-(6-(6-((6-methoxypyridin-3-yl)methyl)-3,6-diazabicyclo[3.1.1]heptan-3-yl)pyridin-3-yl)pyrazolo[1,5-a]pyridin-6-yl)oxy)methyl)morpholine-4-carboxylate C(#N)C=1C=NN2C1C(=CC(=C2)OC[C@@H]2CN(CCO2)C(=O)OC(C)(C)C)C=2C=NC(=CC2)N2CC1N(C(C2)C1)CC=1C=NC(=CC1)OC